ClC1=C(C=C(C=C1F)C1=NC(=NC2=NC(=C(N=C12)C)C)[C@H]1C[C@@H](OCC1)C1=CC(=NC=C1)C)F 4-(4-chloro-3,5-difluoro-phenyl)-6,7-dimethyl-2-[(2R,4R)-2-(2-methyl-4-pyridyl)tetrahydropyran-4-yl]pteridine